5-(2-Aminoethyl)-3-methyl-2-oxo-benzimidazol NCCC1=CC2=C(NC(N2C)=O)C=C1